C(C)(C)(C)OC(=O)N1[C@@H]2CN(C[C@H]1CC2)C2=NC(=NC(=C2C(=O)OC)C)Cl |r| rac-(1s,5r)-3-(2-chloro-5-methoxycarbonyl-6-methyl-pyrimidin-4-yl)-3,8-diazabicyclo[3.2.1]octane-8-carboxylic acid tert-butyl ester